O1COC2=C1C=CC(=C2)NC2=NC=C(C(=N2)N2C=C(C=C2)C(=O)NC(CO)C2=CC(=CC=C2)Cl)C 1-(2-(benzo[d][1,3]dioxol-5-ylamino)-5-methyl-pyrimidin-4-yl)-N-(1-(3-chloro-phenyl)-2-hydroxy-ethyl)-1H-pyrrole-3-carboxamide